FC1(CC(C1)C(C1=CC=C(C=C1)F)C1N(C(C2=CC=C(C=C12)C(=O)N)=O)C1C(NC(CC1)=O)=O)F ((3,3-difluorocyclobutyl)(4-fluorophenyl)methyl)-2-(2,6-dioxopiperidin-3-yl)-1-oxoisoindoline-5-carboxamide